OC[C@@H]1CC(N(C1)C)=O |r| (±)-4-(Hydroxymethyl)-1-methyl-pyrrolidin-2-one